N1=C(C=NC=C1)C1=NN=C(S1)C(=O)N 5-(pyrazin-2-yl)-1,3,4-thiadiazole-2-carboxamide